C1(CC1)N[C@@H]1[C@H](N(C1)C(=O)OC(C)(C)C)C tert-butyl (2r,3s)-3-(cyclopropylamino)-2-methylazetidine-1-carboxylate